decyl-diphenoxyethoxysilane C(CCCCCCCCC)[SiH2]OCC(OC1=CC=CC=C1)OC1=CC=CC=C1